CS(=O)(=O)N[C@@H]1[C@@H](N(CCC1)C(=O)[O-])CO[C@@H]1CC[C@@H](CC1)C1=CC=CC=C1 (2R,3S)-3-((methylsulfonyl)amino)-2-(((cis-4-phenylcyclohexyl)oxy)methyl)piperidine-1-carboxylate